FC=1C=C(C=CC1OC1=NC(=CC=C1)C)C1=C2N(C=3N=CN=C(C31)NC(C)=O)CCN2 N-(5-{3-fluoro-4-[(6-methylpyridin-2-yl)oxy]phenyl}-7,8-dihydro-6H-imidazo[2',1':5,1]pyrrolo[2,3-d]pyrimidin-4-yl)acetamide